(+)-N-(5-(1-amino-3-cyclopropyl-1-(pyridin-4-yl)propyl)-2-fluorophenyl)-1-(1-aminoisoquinolin-7-yl)-5-(trifluoromethyl)-1H-pyrazole-3-carboxamide C1CC1CCC(C2=CC=NC=C2)(C3=CC(=C(C=C3)F)NC(=O)C4=NN(C(=C4)C(F)(F)F)C5=CC6=C(C=C5)C=CN=C6N)N